5-bromo-1-cyclopropyl-pyrazole BrC1=CC=NN1C1CC1